NC1=C(C=C(C=N1)C#CC=1C=C(C(=O)NC2=CC(=CC(=C2)C(F)(F)F)CN2CCN(CC2)C)C=CC1C)F 3-((6-amino-5-fluoropyridin-3-yl)ethynyl)-4-methyl-N-(3-((4-methylpiperazin-1-yl)methyl)-5-(trifluoromethyl)phenyl)benzamide